ClC1=C2C(=NN(C2=C(C=C1)[N+](=O)[O-])CC(F)(F)F)N(S(=O)(=O)CC)S(=O)(=O)CC N-(4-chloro-7-nitro-1-(2,2,2-trifluoroethyl)-1H-indazol-3-yl)-N-(ethylsulfonyl)ethanesulfonamide